4-amino-N'-(cyclopropanecarbonyl)-N-((3-fluoro-5-(trifluoromethyl)pyridin-2-yl)methyl)-N',1-bis(methyl-d3)-1H-pyrazolo[4,3-c]quinoline-8-carbohydrazide NC1=NC=2C=CC(=CC2C2=C1C=NN2C([2H])([2H])[2H])C(=O)N(N(C([2H])([2H])[2H])C(=O)C2CC2)CC2=NC=C(C=C2F)C(F)(F)F